N=1NC(=C2CC3C(CC12)C3)C(=O)[O-] 2,4,4a,5,5a,6-hexahydrocyclopropa(f)indazole-3-carboxylate